ClC=1C=C(C=CC1C(F)(F)F)NC(=O)NC1=CC(=CC=C1)C(=O)C=1C=C2N=CC=NC2=CC1 1-(3-chloro-4-(trifluoromethyl)phenyl)-3-(3-(quinoxaline-6-carbonyl)phenyl)urea